(S)-2-(1-(5-chloro-1H-pyrazol-1-yl)cyclopropane-1-carboxamido)-4-(((S)-3-fluoro-2-methoxypropyl)(4-(5,6,7,8-tetrahydro-1,8-naphthyridin-2-yl)butyl)amino)butanoic acid ClC1=CC=NN1C1(CC1)C(=O)N[C@H](C(=O)O)CCN(CCCCC1=NC=2NCCCC2C=C1)C[C@@H](CF)OC